(methane) oxygen [O].C